(3-chloro-2,4-difluorophenyl)(3-(trifluoromethyl)bicyclo[1.1.1]pentan-1-yl)methanamine ClC=1C(=C(C=CC1F)C(N)C12CC(C1)(C2)C(F)(F)F)F